ClC1=NC(=C2C(=N1)NN=C2)N2C(COCC2)C 4-(6-chloro-1H-pyrazolo[3,4-d]pyrimidin-4-yl)-3-methylmorpholine